2,2'-(7-(2-((2,5-dioxopyrrolidin-1-yl)oxy)-2-oxoethyl)-1,4,7-triazonane-1,4-diyl)diacetic acid O=C1N(C(CC1)=O)OC(CN1CCN(CCN(CC1)CC(=O)O)CC(=O)O)=O